NCCNC(=O)C1=CC=C(C=C1)C1=C2C=C3CCC[N+]=4CCCC(=C2OC=2C=5CCCN6CCCC(=CC12)C56)C43 16-{4-[(2-aminoethyl)carbamoyl]phenyl}-3-oxa-9λ5,23-diazaheptacyclo[17.7.1.15,9.02,17.04,15.023,27.013,28]octacosa-1(27),2(17),4,9(28),13,15,18-heptaen-9-ylium